2,6-dibromo-3,5-difluoro-4-methoxymethylbenzyl (1R)-trans-3-[(E)-(2-methoxycarbonyl-1-propenyl)]-2,2-dimethylcyclopropanecarboxylate COC(=O)/C(=C/[C@H]1C([C@@H]1C(=O)OCC1=C(C(=C(C(=C1Br)F)COC)F)Br)(C)C)/C